C/C(=C/C=O)/CCC=C(C)C (Z)-3,7-dimethyl-2,6-octadienal